2-[4-(4-methanesulfonylphenyl)-6-(4-hydroxypiperidin-1-yl)-pyrimidin-2-ylamino]-4-methylthiazole-5-carboxylic acid ethyl ester C(C)OC(=O)C1=C(N=C(S1)NC1=NC(=CC(=N1)C1=CC=C(C=C1)S(=O)(=O)C)N1CCC(CC1)O)C